3-((4-bromo-2-methylphenyl)amino)-3-oxopropionic acid BrC1=CC(=C(C=C1)NC(CC(=O)O)=O)C